C1CCNCC1 The molecule is an azacycloalkane that is cyclohexane in which one of the carbons is replaced by a nitrogen. It is a metabolite of cadaverine, a polyamine found in the human intestine. It has a role as a reagent, a protic solvent, a base, a catalyst, a plant metabolite, a human metabolite and a non-polar solvent. It is a saturated organic heteromonocyclic parent, an azacycloalkane, a secondary amine and a member of piperidines. It is a conjugate base of a piperidinium.